O-(octahydro-4,7-methano-1H-inden-5-yl) dithiocarbonate C([S-])(OC1C2C3CCCC3C(C1)C2)=S